4-(2-fluoro-4-methylphenyl)-7-methyl-2-((2S)-2-(2-methyl-4-pyridinyl)-4-morpholinyl)pyrido[2,3-d]pyrimidine FC1=C(C=CC(=C1)C)C=1C2=C(N=C(N1)N1C[C@@H](OCC1)C1=CC(=NC=C1)C)N=C(C=C2)C